(S)-N-(1-(4-fluorophenyl)-2-hydroxy-2-methylpropyl)-3-(2-methylpyridin-4-yl)-1H-thieno[2,3-c]pyrazole-5-amide FC1=CC=C(C=C1)[C@@H](C(C)(C)O)NC(=O)C1=CC2=C(NN=C2C2=CC(=NC=C2)C)S1